FC=1C=C2C=NN(C2=C(C1O)F)C1=CC=C(C=C1)N1CC(S(C(C1)C)(=O)=O)C 4-(4-(5,7-difluoro-6-hydroxy-1H-indazol-1-yl)phenyl)-2,6-dimethylthiomorpholine 1,1-dioxide